C(C)(C)(C)OC(=O)N1CC(N(C(C1)C)C=1C=C(C=CC1)C)C.FC1=C(C=CC(=C1)OC)C=CC(C)=O 4-(2-fluoro-4-methoxyphenyl)but-3-en-2-one tert-Butyl-3,5-dimethyl-4-(m-tolyl)piperazine-1-carboxylate